BrC1=C(C=C2C(C(N(C2=C1)C)=O)(C)C)C(=O)O 6-bromo-1,3,3-trimethyl-2-oxo-indoline-5-carboxylic acid